C1(C=CC(N1C1=CC=C(OC2=CC(=CC=C2)OC2=CC=C(C=C2)N2C(C=CC2=O)=O)C=C1)=O)=O 1,3-bis(4-maleimidophenoxy)-benzene